tert-butyl 1-(2-hydroxyethyl)piperidine-4-carboxylate OCCN1CCC(CC1)C(=O)OC(C)(C)C